ClC=1C=C(C=CC1F)NC(=O)C=1NC=C2C1CC[C@H]2NC(=O)NC |r| racemic-N-(3-chloro-4-fluorophenyl)-4-(3-methylureido)-2,4,5,6-tetrahydrocyclopenta[c]pyrrole-1-carboxamide